ethyl 4-((4-(4-bromo-3-iodobenzamido)phenyl)sulfonyl)thiomorpholine-3-carboxylate BrC1=C(C=C(C(=O)NC2=CC=C(C=C2)S(=O)(=O)N2C(CSCC2)C(=O)OCC)C=C1)I